ClC=1C=C(C=CC1Cl)C1=CC=C(C=C1)CCCNC=1C2=C(N=C(N1)C1=COC=C1)SC(=C2)C N-(3-(3',4'-dichloro-[1,1'-biphenyl]-4-yl)propyl)-2-(furan-3-yl)-6-methylthieno[2,3-d]pyrimidin-4-amine